2-((4-((R)-2-(4-chloro-2-(methoxy-d3)phenyl)-4-fluoro-2H-chromen-8-yl)piperidin-1-yl)methyl)-3-(((S)-oxetan-2-yl)methyl)-3H-imidazo[4,5-b]pyridine-5-carboxylic acid ClC1=CC(=C(C=C1)[C@@H]1OC2=C(C=CC=C2C(=C1)F)C1CCN(CC1)CC1=NC=2C(=NC(=CC2)C(=O)O)N1C[C@H]1OCC1)OC([2H])([2H])[2H]